Cl.C1(CC1)N1N=CC(=C1F)S(=O)(=O)NNC1CNCCC1 (1-cyclopropyl-5-fluoro-1H-pyrazol-4-yl)-N-(piperidin-3-yl)amino-sulfonamide hydrochloride